ClC=1C(=NC=C(C1)OC1COC1)CNC(=O)[C@H]1CCN(C2(CC2)C1)C(=O)C1=NNC(=C1)C1=CC(=NC=C1F)OC (S)-N-((3-chloro-5-(oxetan-3-yloxy)pyridin-2-yl)methyl)-4-(5-(5-fluoro-2-methoxypyridin-4-yl)-1H-pyrazole-3-carbonyl)-4-azaspiro[2.5]octane-7-carboxamide